(S)-N'-(((R)-2-fluoro-1,2,3,5,6,7-hexahydro-s-indacen-4-yl)carbamoyl)-6,7-dihydro-5H-pyrazolo[5,1-b][1,3]oxazine-3-sulfonimidamide F[C@@H]1CC2=CC=3CCCC3C(=C2C1)NC(=O)N=[S@@](=O)(N)C=1C=NN2C1OCCC2